5-bromo-9-fluoro-1-(4-methoxybenzyl)-2-oxo-2,3-dihydro-1H-benzo[b]azepine-4-carboxylic acid BrC=1C2=C(N(C(CC1C(=O)O)=O)CC1=CC=C(C=C1)OC)C(=CC=C2)F